5-(4-cyclopropylphenyl)-3-(ethylsulfanyl)-N-[2-sulfanyl-5-(trifluoromethyl)pyridin-3-yl]pyridine-2-carboxamide C1(CC1)C1=CC=C(C=C1)C=1C=C(C(=NC1)C(=O)NC=1C(=NC=C(C1)C(F)(F)F)S)SCC